2,2'-bipyridyl manganese (II) [Mn+2].N1=C(C=CC=C1)C1=NC=CC=C1